C(C)(=S)OCC1=NC2=C(C=CC=C2C(N1)=O)C ((8-methyl-4-oxo-3,4-dihydroquinazolin-2-yl) methyl) thioacetate